C1(=CC=C(C=C1)N)C1=CC=C(C=C1)N (1,1)-biphenyl-4,4'-diamine